1-Hydroxy-N,N-dimethylcyclopropane-1-carboxamide OC1(CC1)C(=O)N(C)C